(R)-2-Methyl-6-(pyrrolidin-3-yl)-2,6-diazaspiro[3.4]octane CN1CC2(C1)CN(CC2)[C@H]2CNCC2